[N+](=O)([O-])[O-].[K+].[B+3].[N+](=O)([O-])[O-].[N+](=O)([O-])[O-].[N+](=O)([O-])[O-] boron-potassium nitrate